BrC=1C=C(CS(=O)(=O)C2=NC=3N(C(N(C(C3N2C)=O)C)=O)C)C=CC1 8-(3-bromobenzylsulfonyl)-1,3,7-trimethyl-1H-purine-2,6(3H,7H)-dione